C1(CCCC1)NC(=O)NC1=NC2=CC(=CC=C2C=N1)NC1=CC(=CC=C1)F 1-Cyclopentyl-3-(7-((3-fluorophenyl)amino)quinazolin-2-yl)urea